CSC1=C(C=CC2=CC=CC=C12)OB(O)O (1-(methylthio)naphthalen-2-yl)boric acid